C3-amino-1-propanol NCCCO